ClC=1C=C(C(=O)NC2=CC(=C(C=C2)F)C(=O)C=2C=C3N=CC=NC3=CC2)C=CC1C(F)(F)F 3-chloro-N-(4-fluoro-3-(quinoxaline-6-carbonyl)phenyl)-4-(trifluoromethyl)benzamide